trans-N-(4-iodophenyl)-2-(pyridin-2-yl)cyclopropane-1-carboxamide IC1=CC=C(C=C1)NC(=O)[C@H]1[C@@H](C1)C1=NC=CC=C1